FC1([C@H](CN(CC1)[C@H](C(=O)NC=1SC2=C(N1)C=C1C(=C2)OC(O1)(F)F)C)C1=CNC(C=C1)=O)F (S)-2-((S)-4,4-difluoro-3-(6-oxo-1,6-dihydropyridin-3-yl)piperidin-1-yl)-N-(2,2-difluoro-[1,3]dioxolo[4',5':4,5]benzo[1,2-d]thiazol-6-yl)propanamide